(bromomethyl)-8-fluoro-3-methylquinoxalin-2(1H)-one BrCN1C(C(=NC2=CC=CC(=C12)F)C)=O